CCC(CCCCCC(CCCCCCCCC)O)O octadecane-3,9-diol